rac-(1S,2S)-2-cyanocyclopropane-1-carboxylic acid C(#N)[C@@H]1[C@H](C1)C(=O)O |r|